3-ethyl-17-((2S,3R)-3-hydroxy-4-phenylbutan-2-yl)-10,13-dimethylhexadecahydro-1H-cyclopenta[a]phenanthren-3-ol C(C)C1(CCC2(C3CCC4(C(CCC4C3CCC2C1)[C@H](C)[C@@H](CC1=CC=CC=C1)O)C)C)O